C(C)(=O)N1C[C@@H](N(C[C@H]1C1=CC(=CC(=C1)C=1C=NC2=CC=CN=C2C1)Cl)C(\C=C/Cl)=O)C (Z)-1-((2S,5R)-4-acetyl-5-(3-chloro-5-(1,5-naphthyridin-3-yl)phenyl)-2-methylpiperazin-1-yl)-3-chloroprop-2-en-1-one